8-[2-[tert-butyl(dimethyl)silyl]oxyethyl]-2-(2-methylthiazol-5-yl)-N-[(3R)-2,3,4,9-tetrahydro-1H-carbazol-3-yl]-6,7-dihydropyrimido[5,4-b][1,4]oxazin-4-amine [Si](C)(C)(C(C)(C)C)OCCN1C2=C(OCC1)C(=NC(=N2)C2=CN=C(S2)C)N[C@@H]2CCC=1NC3=CC=CC=C3C1C2